(S)-2-(3-benzoylphenyl)-propionic acid C(C1=CC=CC=C1)(=O)C=1C=C(C=CC1)[C@@H](C(=O)O)C